C(CCCCCCCCCCCCCCC(C)C)OC(CCCCCCCCCCCCCCC(C)C)=O.P(=O)(OCCCCCCCCCCCCCCCC)(OCCCCCCCCCCCCCCCC)[O-].[K+] potassium dicetyl phosphate isostearyl-isostearate